FC=1C=C(C=C(C1)F)N1N=C(C2=C1C=1C=C(C(=CC1OC2)OC)C=2C=C(C=NC2)NC(CCNC(OC(C)(C)C)=O)=O)C(=O)N2C(COCC2)(C)C tert-butyl (3-((5-(1-(3,5-difluorophenyl)-3-(3,3-dimethylmorpholine-4-carbonyl)-7-methoxy-1,4-dihydrochromeno[4,3-c]pyrazol-8-yl)pyridin-3-yl)amino)-3-oxopropyl)carbamate